C1(C=CC(N1CCC(=O)O)=O)=O 3-(Maleimido)propionic acid